C(C1=CC=CC=C1)O[C@]1(C2=NN=C(C=3C(=CC(=C(NC(CCC=CC1)C(C)C)N3)C(F)(F)F)[N+](=O)[O-])O2)C(F)(F)F (6R)-6-benzyloxy-12-isopropyl-17-nitro-6,15-bis(trifluoromethyl)-19-oxa-3,4,13,18-tetraazatricyclo[12.3.1.12,5]nonadeca-1(18),2,4,8,14,16-hexa-ene